NC1=C(C(=O)NCCN2C(NC(C=C2)=O)=O)C=C(C=C1)[N+](=O)[O-] 2-amino-N-(2-(2,4-dioxo-3,4-dihydropyrimidin-1(2H)-yl)ethyl)-5-nitrobenzamide